1-[6-[6-[(6-methylpyridazin-3-yl)amino]imidazo[4,5-c]pyridin-1-yl]-2-[3-methyl-1-(2,2,2-trifluoroethyl)pyrazol-4-yl]-3-pyridyl]ethanone CC1=CC=C(N=N1)NC1=CC2=C(C=N1)N=CN2C2=CC=C(C(=N2)C=2C(=NN(C2)CC(F)(F)F)C)C(C)=O